C1(=CC=CC2=CC=CC=C12)O 1-naphthyl alcohol